ClC1=CC=C(C(=N1)C(=O)NS(=O)(=O)C)N[C@H](C)C=1C=C(C=C2C(N(C(=NC12)N1CC2(CC1)CN(CC2)C2=NN(C=C2)C)C)=O)C 6-chloro-3-(((1R)-1-(3,6-dimethyl-2-(7-(1-methyl-1H-pyrazol-3-yl)-2,7-diazaspiro[4.4]nonan-2-yl)-4-oxo-3,4-dihydroquinazolin-8-yl)ethyl)amino)-N-(methylsulfonyl)picolinamide